methyl-pyridinol CC=1C(=NC=CC1)O